N-((1R)-1-(3-(5-((5-(2-(4-(2,6-Dioxopiperidin-3-yl)phenoxy)acetamido)pentanamido)methyl)thiophen-2-yl)phenyl)ethyl)-2-methyl-5-(piperidin-4-ylamino)benzamide O=C1NC(CCC1C1=CC=C(OCC(=O)NCCCCC(=O)NCC2=CC=C(S2)C=2C=C(C=CC2)[C@@H](C)NC(C2=C(C=CC(=C2)NC2CCNCC2)C)=O)C=C1)=O